O1C(=NC2=C1C=CC=C2)C=2N=C(N(C(C2O)=O)C)N2[C@H](C1=CC(=CC=C1CC2)NC(OC)=O)C2=CC=CC=C2 Methyl N-[(1S)-2-[4-(1,3-benzoxazol-2-yl)-5-hydroxy-1-methyl-6-oxopyrimidin-2-yl]-1-phenyl-3,4-dihydro-1H-isoquinolin-7-yl]carbamate